4-Chloro-N-(2,3-dihydro-1H-inden-2-yl)-6-((3-methoxyphenyl)amino)pyridineamide ClC1=CC(=NC(=C1)NC1=CC(=CC=C1)OC)C(=O)NC1CC2=CC=CC=C2C1